1-(2-(4-cyclopropyl-1H-1,2,3-triazol-1-yl)-3,3-dimethylbutyryl)-N-((2'-fluoro-[1,1'-biphenyl]-4-yl)methyl)-4-hydroxypyrrolidine-2-carboxamide C1(CC1)C=1N=NN(C1)C(C(=O)N1C(CC(C1)O)C(=O)NCC1=CC=C(C=C1)C1=C(C=CC=C1)F)C(C)(C)C